3-((3-exo)-3-((4-((5-methyl-1H-pyrazol-3-yl)amino)-1H-pyrrolo[3,2-c]pyridin-6-yl)amino)-8-azabicyclo[3.2.1]octan-8-yl)propionitrile CC1=CC(=NN1)NC1=NC(=CC2=C1C=CN2)NC2CC1CCC(C2)N1CCC#N